O1CCN(CC1)CC#CCO\N=C\1/CC(CC2=C1C(=C(O2)CN2CCOCC2)C)(C)C (E)-3,6,6-Trimethyl-2-(morpholinomethyl)-6,7-dihydrobenzofuran-4(5H)-one-O-(4-morpholinobut-2-yn-1-yl)oxime